ClC1=NN2C(C(=N1)NC1CCCC1)=CC=C2C=O (2-chloro-4-(cyclopentylamino)pyrrolo[2,1-f][1,2,4]triazin-7-yl)methanone